N=1C=NN2C1C=CC(=C2)CC2CC1(CN(C1)C(=O)N1C[C@H](CC1)C(=O)N)C2 (3S)-1-[6-([1,2,4]Triazolo[1,5-a]pyridin-6-ylmethyl)-2-azaspiro[3.3]heptane-2-carbonyl]pyrrolidine-3-carboxamide